CN(CCCCCCN)C N1,N1-dimethylhexane-1,6-diamine